C1(=CC=CC=C1)N1CN(C2=C(C1)COC1=C2C=CC=C1)C1=CC(=CC=C1)Cl 3-phenyl-1-(3-chlorophenyl)-3,4-dihydro-1H-benzopyrano[4,3-d]pyrimidine